3-(4-chloro-2-(4-(trifluoromethoxy)phenoxy)-5-((trifluoromethyl)thio)benzamido)pyridine 1-oxide ClC1=CC(=C(C(=O)NC=2C=[N+](C=CC2)[O-])C=C1SC(F)(F)F)OC1=CC=C(C=C1)OC(F)(F)F